(1R,2S,5S)-3-((S)-2-((tert-butoxycarbonyl)amino)-4-methoxy-3,3-dimethylbutanoyl)-6,6-dimethyl-3-azabicyclo[3.1.0]hexane-2-carboxylic acid C(C)(C)(C)OC(=O)N[C@H](C(=O)N1[C@@H]([C@H]2C([C@H]2C1)(C)C)C(=O)O)C(COC)(C)C